C(C=C)NC(COC1=NN(C(=C1Br)C=1C=NC(=CC1)F)C1=C(C=CC=C1)F)=O N-allyl-2-{[4-bromo-1-(2-fluorophenyl)-5-(6-fluoropyridin-3-yl)-1H-pyrazol-3-yl]oxy}acetamide